methyl-2,5-diisopropyl-cinnamic acid CC(C(=O)O)=CC1=C(C=CC(=C1)C(C)C)C(C)C